CC(=O)C[C@@H](C1=CC=CC=C1)C2=C(C3=CC=CC=C3OC2=O)[O-].[K+] The molecule is an organic potassium salt having 2-oxo-3-[(1S)-3-oxo-1-phenylbutyl]-2H-1-benzopyran-4-olate as the counterion (the racemate is warfarin potassium, an anticoagulant drug and rodenticide). It contains a (S)-warfarin(1-). It is an enantiomer of a (R)-warfarin potassium.